CC=1C=C2C=NN(C2=CC1OC1CCC2=NC(=CN=C21)C#N)C=2C=NN(C2)C 5-((5-Methyl-1-(1-methyl-1H-pyrazol-4-yl)-1H-indazol-6-yl)oxy)-6,7-dihydro-5H-cyclopenta[b]pyrazine-2-carbonitrile